2-(((3S,4R)-3-fluoro-4-hydroxypiperidin-1-yl)methyl)-6-(3-(1-(4-methyl-4H-1,2,4-triazol-3-yl)cyclobutyl)phenyl)-4-(trifluoromethyl)-1,6-dihydro-7H-pyrrolo[2,3-c]pyridin-7-one F[C@H]1CN(CC[C@H]1O)CC1=CC2=C(C(N(C=C2C(F)(F)F)C2=CC(=CC=C2)C2(CCC2)C2=NN=CN2C)=O)N1